Nε-9-Fluorenylmethoxycarbonyl-l-Lysine C1=CC=CC=2C3=CC=CC=C3C(C12)COC(=O)NCCCC[C@H](N)C(=O)O